CS(=O)(=O)OC1=CC=C(C=C1)CN1C=NC2=C1C=CC=C2 4-((1H-benzo[d]imidazol-1-yl)methyl)phenyl methanesulfonate